N-(3-fluorobicyclo[1.1.1]pent-1-yl)-2-((6-methoxy-2-(2-methoxyimidazo[2,1-b][1,3,4]thiadiazol-6-yl)pyrazolo[1,5-a]pyridin-4-yl)oxy)acetamide sodium dilaurate C(CCCCCCCCCCC)(=O)[O-].C(CCCCCCCCCCC)(=O)[O-].[Na+].FC12CC(C1)(C2)NC(COC=2C=1N(C=C(C2)OC)N=C(C1)C=1N=C2SC(=NN2C1)OC)=O.[Na+]